(R)-1-(3,4-difluorophenyl)-2,2,2-trifluoroethan-1-amine FC=1C=C(C=CC1F)[C@H](C(F)(F)F)N